thiomannitol C([C@@H](S)[C@@H](O)[C@H](O)[C@H](O)CO)O